CC1CCOC12C=C(C(C(C2)(C)C)=O)C#N 4,9,9-trimethyl-8-oxo-1-oxaspiro[4.5]dec-6-ene-7-carbonitrile